methyl-ethyl-amino-2,3-epoxypropane CC(C1CO1)(N)CC